1-tetrahydropyran-2-yl-pyrazolo[4,3-b]Pyridine-3-carboxamide O1C(CCCC1)N1N=C(C2=NC=CC=C21)C(=O)N